6-Methoxy-2-phenyl-3,4-dihydro-naphthalen COC=1C=C2CCC(=CC2=CC1)C1=CC=CC=C1